C1(=CC=CC=C1)N1C2=CC=CC=C2C=2C=C(C=CC12)C1=CC=C(C=C1)N(C1=CC=CC=2C(C3=CC=CC=C3C12)(C)C)C1=CC=C(C=C1)C1=CC(=CC=C1)C1=CC=CC=C1 N-[4-(9-phenyl-9H-carbazol-3-yl)phenyl]-N-(1,1':3',1''-terphenyl-4-yl)-9,9-dimethyl-9H-fluoren-4-amine